OCCCC(C(=O)O[C@@H]1CC[C@@]2([C@H]3CC[C@@]4([C@H](CC[C@H]4[C@@H]3CC[C@H]2C1)C(C)=O)C)C)C (3R,5S,8R,9S,10S,13S,14S,17S)-17-acetyl-10,13-dimethylhexadecahydro-1H-cyclopenta[a]phenanthren-3-yl 5-hydroxy-2-methylpentanoate